(R)-4-(7-(4-bromo-3-(trifluoromethyl)benzoyl)-2-(isopropylamino)-6-methyl-4-oxo-5,6,7,8-tetrahydropyrido[3,4-d]pyrimidin-3(4H)-yl)-3-(difluoromethyl)-N-methylbenzamide BrC1=C(C=C(C(=O)N2CC=3N=C(N(C(C3C[C@H]2C)=O)C2=C(C=C(C(=O)NC)C=C2)C(F)F)NC(C)C)C=C1)C(F)(F)F